[Sn+4].C(CC(O)(C(=O)[O-])CC(=O)[O-])(=O)[O-].[Na+] sodium citrate tin